[N+](=O)([O-])C1=CC=C(C=C1)C1NC2=CC=CC=C2C(N1)=O 2-(4-nitro-phenyl)-2,3-dihydroquinazolin-4(1H)-one